C(#N)C1=CC=C(C=C1)C1=CN=C2SC(=NN21)C2=CC=C(C(=O)NCCN1CCCC1)C=C2 4-(5-(4-cyanophenyl)imidazo[2,1-b][1,3,4]thiadiazol-2-yl)-N-(2-(pyrrolidin-1-yl)ethyl)benzamide